5-[8-[(1S,2S)-2-[3-fluoro-1-(2,2,2-trifluoroethyl)pyrazolo[4,3-b]pyridin-6-yl]cyclopropyl]imidazo[1,2-b]pyridazin-6-yl]-1H-pyrimidine-2,4-dione FC1=NN(C=2C1=NC=C(C2)[C@@H]2[C@H](C2)C=2C=1N(N=C(C2)C=2C(NC(NC2)=O)=O)C=CN1)CC(F)(F)F